C(C1=CC=CC=C1)N1N=NC=2C(N(CC=CC21)C(=O)OC(C)(C)C)=O tert-butyl 1-benzyl-4-oxo-4,6-dihydro-[1,2,3]triazolo[4,5-c]azepine-5(1H)-carboxylate